NC1=C(C=C(C=C1)C1=CC(=CC=C1)C1=CC(=C(C=C1)N)O)O 1,3-bis(4-amino-3-hydroxyphenyl)benzene